C(CCCCC)OC(CCCCC(CCCC)Br)=O 6-bromodecanoic acid hexyl ester